N-(cyclopropylaminothio)-2-(4-(difluoromethyl)pyridin-2-yl)-2-(2-fluorophenyl)acetamide C1(CC1)NSNC(C(C1=C(C=CC=C1)F)C1=NC=CC(=C1)C(F)F)=O